C(C)(C)(C)C1=NN2C(N(C(C3=C2C=NN3CC)=O)CC(=O)NC3=NC=C(C=C3)F)=C1 2-(2-(tert-butyl)-6-ethyl-5-oxo-5,6-dihydro-4H-dipyrazolo[1,5-a:3',4'-e]pyrimidin-4-yl)-N-(5-fluoropyridin-2-yl)acetamide